C(C)(C)C=1C=C(C=C(C1)B1OC(C(O1)(C)C)(C)C)N1CCN(CC1)C(=O)OC(C)(C)C Tert-butyl 4-(3-isopropyl-5-(4,4,5,5-tetramethyl-1,3,2-dioxaborolan-2-yl)phenyl)piperazine-1-carboxylate